COC1=CC2=CC3=CC=C(C=C3C=C2C=C1)OC 2,6-dimethoxy-anthracene